Cl.C[C@@H]1N([C@@H](CNC1)C)CC(=O)NC=1C=CC=C2C(=NN(C12)C)C1C(NC(CC1)=O)=O 2-((2S,6R)-2,6-dimethylpiperazin-1-yl)-N-(3-(2,6-dioxopiperidin-3-yl)-1-methyl-1H-indazol-7-yl)acetamide hydrochloride